methyl (piperidin-4-yl)acetate N1CCC(CC1)CC(=O)OC